N-phenyl-1,1'-biphenyl-4-amine C1(=CC=CC=C1)NC1=CC=C(C=C1)C1=CC=CC=C1